BrC=1C(=CC2=C(NC=N2)C1)OCCN1CCOCC1 4-[2-[(6-bromo-1H-benzimidazol-5-yl)oxy]ethyl]morpholine